2-(4-hydroxy-phenyl)-2,3-dihydroquinazolin-4(1H)-one OC1=CC=C(C=C1)C1NC2=CC=CC=C2C(N1)=O